3,5-bis((2-(1-hydroxy-1,3-dihydrobenzo[c][1,2]oxaborol-7-yl)acetamido)methyl)benzoic acid OB1OCC2=C1C(=CC=C2)CC(=O)NCC=2C=C(C(=O)O)C=C(C2)CNC(CC2=CC=CC1=C2B(OC1)O)=O